ethyl (2-cyano-2-(2-(3,5-dichloro-4-((2-(4-chlorobenzyl)-1-oxo-1,2,3,4-tetrahydroisoquinolin-6-yl)oxy)phenyl)hydrazono)acetyl)carbamate C(#N)C(C(=O)NC(OCC)=O)=NNC1=CC(=C(C(=C1)Cl)OC=1C=C2CCN(C(C2=CC1)=O)CC1=CC=C(C=C1)Cl)Cl